FC=1C=C(C=CC1)N1[C@H](CNCC1)C (S)-1-(3-fluorophenyl)-2-methylpiperazine